Cl.OC=1C=C(C=CC1)C(CNC)=O 1-(3-hydroxyphenyl)-2-(methylamino)ethan-1-one hydrogen chloride